N[C@@H]1CN(CC[C@H]1F)C1=NC2=C(N1CC(=O)N1CCC(CC1)O)C=C(C(=C2)F)F 2-(2-((3R,4R)-3-Amino-4-fluoropiperidin-1-yl)-5,6-difluoro-1H-benzo[d]imidazol-1-yl)-1-(4-hydroxypiperidin-1-yl)ethanon